(E)-1-(4-(4-((3-methyl-4-((1-methyl-1H-benzo[d]imidazol-5-yl)oxy)phenyl)amino)-pyrrolo[2,1-f][1,2,4]triazin-5-yl)piperidin-1-yl)-4-morpholinobut-2-en-1-one CC=1C=C(C=CC1OC1=CC2=C(N(C=N2)C)C=C1)NC1=NC=NN2C1=C(C=C2)C2CCN(CC2)C(\C=C\CN2CCOCC2)=O